O1CC[C@@H](C2=CC=CC=C12)NC(=O)C=1C=NC2=C(C=NC=C2C1N1CCOCC1)C1=C(C(=CC=C1)Cl)Cl N-[(4S)-chroman-4-yl]-8-(2,3-dichlorophenyl)-4-(morpholin-4-yl)-1,6-naphthyridine-3-carboxamide